tantalum aluminide [Al].[Al].[Al].[Ta]